N=1ON=C2C1C=CC(=C2)C2=NC(=NC=C2C#N)N[C@@H]2CC[C@H](CC2)N(C(=O)NCC2=CC=CC=C2)C2=NC=C(C=C2)C=2C=NN(C2)C 1-(trans-4-((4-(2,1,3-benz-oxadiazol-5-yl)-5-cyanopyrimidin-2-yl)amino)cyclohexyl)-3-benzyl-1-(5-(1-methyl-1H-pyrazol-4-yl)pyridin-2-yl)urea